FC(C=1N=C(OC1C(=O)N1[C@@H](C2=C(CC1)NC=N2)C2=NN1C(C=CC=C1C)=C2)[C@@H](C)O)F (4-(difluoromethyl)-2-((R)-1-hydroxyethyl)oxazol-5-yl)((S)-4-(7-methylpyrazolo[1,5-a]pyridin-2-yl)-6,7-dihydro-1H-imidazo[4,5-c]pyridin-5(4H)-yl)methanone